COC(=O)C1OCC2(CC1)CCOC1=CC=CC=C12 3'-Oxaspiro[chromane-4,1'-cyclohexane]-4'-carboxylic acid methyl ester